OC=1C=2C(N(C(C1)=O)C)=CN(N2)C2OCCCC2 7-hydroxy-4-methyl-2-(tetrahydro-2H-pyran-2-yl)-2,4-dihydro-5H-pyrazolo[4,3-b]pyridin-5-one